NCCCC#CC=1C=C2C(N(C(C2=CC1)=O)C1C(NC(CC1)=O)=O)=O 5-(5-aminopent-1-yn-1-yl)-2-(2,6-dioxopiperidin-3-yl)isoindole-1,3-dione